C(C)(C)(C)NC1=NC=C(C(=N1)N[C@H]1C[C@H](C(CC1)(C)C)O)C(=O)N 2-(tert-butylamino)-4-((1r,3r)-3-hydroxy-4,4-dimethylcyclohexylamino)pyrimidine-5-carboxamide